The molecule is the dicarboxylate anion of limonoic acid; major species at pH 7.3. It is a conjugate base of a limonoic acid. C[C@]1(CC[C@H]2[C@]([C@@]13[C@H](O3)C(=O)[O-])(C(=O)C[C@@H]4[C@@]2([C@@H](OC4(C)C)CC(=O)[O-])CO)C)[C@H](C5=COC=C5)O